BrCC1=CC=C(C=C1)OC(C1=CC=CC=C1)=O benzoic acid-4-bromomethylphenyl ester